CN[C@@H]1CCC2=C(C=CS2)C1 (R)-N-methyl-4,5,6,7-tetrahydrobenzothiophen-5-amine